COC1=C(CC(C(=O)OCC)C(C)=O)C=CC=C1 ethyl 2-(2-methoxybenzyl)-3-oxobutanoate